tert-butyl-2-cyclopropyl-5-(ethylsulfonyl)-1-methyl-1H-imidazole-4-carboxylate C(C)(C)(C)OC(=O)C=1N=C(N(C1S(=O)(=O)CC)C)C1CC1